C(=CCCCCCC)C=1C=C(C(=O)O)C=CC1O 3-octenyl-4-hydroxybenzoic acid